trimethylammonium bromide ethyl-methacrylate C(C)OC(C(=C)C)=O.[Br-].C[NH+](C)C